2-((4-(2-(azetidin-1-yl)ethoxy)phenyl)amino)quinazolin N1(CCC1)CCOC1=CC=C(C=C1)NC1=NC2=CC=CC=C2C=N1